[N+](=O)([O-])C=1C=CC(=NC1NC[C@H]1OCC1)C#N (S)-5-nitro-6-((oxetan-2-ylmethyl)amino)cyanopyridine